OCC1CCC(CC1)N1C(C2=CC(=C(C=C2C1)[N+](=O)[O-])N1[C@H]2CO[C@@H](C1)C2)=O [4-(hydroxymethyl)cyclohexyl]-5-nitro-6-[(1R,4R)-2-oxa-5-azabicyclo[2.2.1]Hept-5-yl]Isoindolin-1-one